(6-Chlorochroman-3-yl)-[6-(3-chloro-1H-pyrazol-4-yl)-1-(2-hydroxypropyl)pyrrolo[3,2-c]pyridin-3-yl]methanone ClC=1C=C2CC(COC2=CC1)C(=O)C1=CN(C2=C1C=NC(=C2)C=2C(=NNC2)Cl)CC(C)O